10-(isobutyryloxy)-6-isopropyl-9-(3-methoxypropoxy)-2-oxo-6,7-dihydro-2H-pyrido[2,1-a]isoquinoline-3-carboxylic acid C(C(C)C)(=O)OC1=C(C=C2CC(N3C(C2=C1)=CC(C(=C3)C(=O)O)=O)C(C)C)OCCCOC